BrC1=NN(C(=C1)C(=O)NC1=C(C=C(C=C1C)Cl)\C=C(\C1=NOC=C1)/F)C1=NC=CC=C1Cl (Z)-3-bromo-N-(4-chloro-2-(2-fluoro-2-(isoxazol-3-yl)vinyl)-6-methylphenyl)-1-(3-chloropyridin-2-yl)-1H-pyrazole-5-carboxamide